OC(CCCCCCCCCCCCCCCCCCCCCCCC(=O)O)CCC(CC)O 25,28-Dihydroxytriacontanoic acid